2-[3-[1-(2,6-dioxo-3-piperidyl)-3-methyl-2-oxo-benzimidazol-5-yl]propoxyl ethoxy]piperidine-1-carboxylate O=C1NC(CCC1N1C(N(C2=C1C=CC(=C2)CCCOCCOC2N(CCCC2)C(=O)[O-])C)=O)=O